FC(C)(F)C1=C(C(=O)NC2=CC3=C(N=C(S3)C3CCC(CC3)C=O)C=C2C(C)(C)O)C=CC=C1 (1,1-difluoroethyl)-N-[2-(4-formylcyclohexyl)-5-(1-hydroxy-1-methyl-ethyl)-1,3-benzothiazol-6-yl]Benzamide